C(#N)C1=NC2=CC(=CC(=C2N=C1OC1COCC1)[C@@H](C)NC1=C(C(=O)O)C=CC=C1)C 2-(((1R)-1-(2-cyano-7-methyl-3-((tetrahydrofuran-3-yl)oxy)quinoxalin-5-yl)ethyl)amino)benzoic acid